1-(4-chloro-5-methoxypyridin-2-yl)-ethyl-2,2,2-trifluoroethan-1-amine ClC1=CC(=NC=C1OC)C(C)C(C(F)(F)F)N